5-bromo-2-(fluoromethoxy)pyrimidine BrC=1C=NC(=NC1)OCF